2-(5-bromo-1H-benzo[d]imidazol-1-yl)-N-methylacetamide BrC1=CC2=C(N(C=N2)CC(=O)NC)C=C1